N-(2-((1S,3S,5S)-3-cyano-2-azabicyclo[3.1.0]hex-2-yl)-2-oxoethyl)-6-(fluoromethyl)quinoline-4-carboxamide C(#N)[C@H]1N([C@H]2C[C@H]2C1)C(CNC(=O)C1=CC=NC2=CC=C(C=C12)CF)=O